3-nitro-4-(2-oxooxazolidin-3-yl)benzoic acid [N+](=O)([O-])C=1C=C(C(=O)O)C=CC1N1C(OCC1)=O